N=1C=CN2C1CCC(C2)C(=O)O 5,6,7,8-tetrahydroimidazo[1,2-a]pyridine-6-carboxylic acid